[1-(3,5-dichlorophenyl)-7-methoxy-8-(1-methylpyrazol-3-yl)-5H-isothiochromeno[4,3-c]pyrazol-3-yl]-(3,3-dimethylmorpholin-4-yl)methanone ClC=1C=C(C=C(C1)Cl)N1N=C(C2=C1C=1C=C(C(=CC1CS2)OC)C2=NN(C=C2)C)C(=O)N2C(COCC2)(C)C